CC1=CC=CC2=C1N=C(O2)S 4-Methylbenzo[d]oxazole-2-thiol